OCCNC=1C(=C(C=NC1)NC1=C(C(NC=C1)=O)C(=O)NC1=CC=C(C=C1)N1CCN(CC1)C(C)C)C 4-((5-((2-Hydroxyethyl)amino)-4-methylpyridin-3-yl)amino)-N-(4-(4-isopropylpiperazin-1-yl)phenyl)-2-oxo-1,2-dihydropyridine-3-carboxamide